C1CN(CCC12CCNCC2)CCC2=CC=C(C=C2)C2=CC1=C(N=CN=C1C=1C(=C(C=C(C1)F)NC(=O)N1C[C@@H]([C@H](C1)CC(C)C)O)C)N2 (3R,4S)-N-(3-(6-(4-(2-(3,9-diazaspiro[5.5]undec-3-yl)ethyl)phenyl)-7H-pyrrolo[2,3-d]pyrimidin-4-yl)-5-fluoro-2-methylphenyl)-3-hydroxy-4-isobutylpyrrolidine-1-carboxamide